CN(C(CNS(=O)(=O)C1=CC=C2C=CNC2=C1)C1=CC=C2C(=N1)NC=C2)C N-(2-(dimethylamino)-2-(1H-pyrrolo[2,3-b]pyridin-6-yl)ethyl)-1H-indole-6-sulfonamide